5-(3-(2,4-difluoro-3-(propylsulfonylamino)benzoyl)-1H-pyrazolo[3,4-b]pyridin-5-yl)pyrimidine-2-carboxylic acid FC1=C(C(=O)C2=NNC3=NC=C(C=C32)C=3C=NC(=NC3)C(=O)O)C=CC(=C1NS(=O)(=O)CCC)F